C(C)(C)(C)OC(N(C=1N=NC=C(C1)C=O)CC1=C(C=C(C=C1)OC)OC)=O.C(=O)(O)C=1C=C(C=CC1C(=O)O)C1=NC(=CC(=C1)C1=CC(=CC(=C1)C(F)(F)F)C(F)(F)F)C1=CC(=C(C=C1)C(=O)O)C(=O)O 2,6-bis(3',4'-dicarboxyphenyl)-4-(3',5'-bistrifluoromethylphenyl)pyridine tert-butyl-(2,4-dimethoxybenzyl)(5-formylpyridazin-3-yl)carbamate